2-(3-(3,4-difluorophenyl)-1-methylureido)-5-oxo-5H-thieno[3,2-b]pyran-6-carboxylic acid FC=1C=C(C=CC1F)NC(N(C)C1=CC=2OC(C(=CC2S1)C(=O)O)=O)=O